1-[(4-methoxyphenyl)methyl]-3-methyl-4-nitro-pyrazole COC1=CC=C(C=C1)CN1N=C(C(=C1)[N+](=O)[O-])C